((2-((4-cyano-2,5-difluorophenoxy)methyl)pyrimidin-4-yl)oxy)piperidine-1-carboxylic acid tert-butyl ester C(C)(C)(C)OC(=O)N1C(CCCC1)OC1=NC(=NC=C1)COC1=C(C=C(C(=C1)F)C#N)F